2-(1-methyl-7-oxo-3-((4-(trifluoromethyl)phenyl)amino)-1,7-dihydro-6H-pyrazolo[4,3-d]pyrimidin-6-yl)-N-((tetrahydro-2H-pyran-4-yl)methyl)acetamide CN1N=C(C=2N=CN(C(C21)=O)CC(=O)NCC2CCOCC2)NC2=CC=C(C=C2)C(F)(F)F